CC1=CC(=C(C(=O)NC=2SC=CN2)C=C1)NS(=O)(=O)C1=CC=C(C=C1)C 4-methyl-2-((4-methylphenyl)sulfonamido)-N-(thiazol-2-yl)benzamide